(1S,3S,5S)-N-((R)-1-(4-carbamimidoylthiophen-2-yl)ethyl)-5-methyl-2-((3-methyl-4-(p-tolyloxy)benzoyl)glycyl)-2-azabicyclo[3.1.0]hexane-3-carboxamide C(N)(=N)C=1C=C(SC1)[C@@H](C)NC(=O)[C@H]1N([C@H]2C[C@]2(C1)C)C(CNC(C1=CC(=C(C=C1)OC1=CC=C(C=C1)C)C)=O)=O